N[C@H]1C[C@H](N(CC1)C(=O)N1CC2(CCCC2)[C@@H](CC1)CN1C(C=C(C=C1)C1=C(C=CC=C1)F)=O)C1=CC=CC=C1 1-(((R)-7-((2S,4R)-4-Amino-2-phenylpiperidine-1-carbonyl)-7-azaspiro[4.5]decan-10-yl)methyl)-4-(2-fluorophenyl)pyridin-2(1H)-one